(S)-2-chloro-5-(2-(2-methylazetidin-1-yl)-6,7-dihydro-5H-cyclopenta[d]pyrimidin-4-yl)benzenesulfonamide ClC1=C(C=C(C=C1)C=1C2=C(N=C(N1)N1[C@H](CC1)C)CCC2)S(=O)(=O)N